5-Bromo-2-fluorobenzoyl chloride BrC=1C=CC(=C(C(=O)Cl)C1)F